The molecule is a phosphatidylethanolamine 34:2 zwitterion obtained by transfer of a proton from the phosphate to the amino group of 1-hexadecanoyl-2-(9Z,12Z-octadecadienoyl)-sn-glycero-3-phosphoethanolamine. It is a tautomer of a 1-hexadecanoyl-2-(9Z,12Z-octadecadienoyl)-sn-glycero-3-phosphoethanolamine. CCCCCCCCCCCCCCCC(=O)OC[C@H](COP(=O)([O-])OCC[NH3+])OC(=O)CCCCCCC/C=C\\C/C=C\\CCCCC